methyl-N-(1-methylcyclopropyl)-5-[2-(pyridin-2-yl)morpholine-4-carbonyl]furo[2,3-d]pyrimidin-4-amine CC=1N=C(C2=C(N1)OC=C2C(=O)N2CC(OCC2)C2=NC=CC=C2)NC2(CC2)C